N-(3,4-dichlorophenyl)-3-fluoro-6,7,8,9-tetrahydro-5H-5,8-epiminocyclohepta[c]pyridine ClC=1C=C(C=CC1Cl)N1CC2=C(C=C1F)C1CCC(C2)N1